NC(C[C@@H](C(=O)OC)NS(=O)(=O)C1=CC=CC=C1)=O (S)-methyl 4-amino-4-oxo-2-(phenylsulfonamido)butanoate